para-menthane-7-ol C1(CCC(CC1)C(C)C)CO